2-chloro-4-((5-cyclopropyl-3-(2,6-difluorophenyl)isoxazol-4-yl)methoxy)benzaldehyde ClC1=C(C=O)C=CC(=C1)OCC=1C(=NOC1C1CC1)C1=C(C=CC=C1F)F